BrC=1C=C(SC1)OC[C@H](C)NC(OC(C)(C)C)=O tert-butyl N-[(1S)-2-[(4-bromo-2-thienyl)oxy]-1-methyl-ethyl]carbamate